C(CC)C(CCC)(CCC)OCCO ethylene glycol mono(1,1-dipropyl butyl) ether